NC(C(C(=O)NC1CCCCC1)N(C(C1=C(C=CC=C1)I)=O)C1CCCCC1)CCC N-(3-amino-1-(cyclohexylamino)-1-oxohexan-2-yl)-N-cyclohexyl-2-iodobenzamide